(±)-cis-5-hydroxytetrahydro-2H-pyran-3-carboxylic acid methyl ester COC(=O)[C@@H]1COC[C@@H](C1)O |r|